NCCCCCC(=O)NCCCC[C@@H](C(=O)O)NC(=O)N[C@@H](CCC(=O)O)C(=O)O (((S)-5-(6-aminocaproamido)-1-carboxypentyl)carbamoyl)-L-glutamic acid